2-[(3-tert-butylpyridin-4-yl)oxy]-N-(4-hydroxyphenyl)acetamide C(C)(C)(C)C=1C=NC=CC1OCC(=O)NC1=CC=C(C=C1)O